2-[5-(4-bromophenyl)-2,4-dimethyl-pyrazol-3-yl]-5-(trifluoromethoxy)isoindolin-1-one BrC1=CC=C(C=C1)C=1C(=C(N(N1)C)N1C(C2=CC=C(C=C2C1)OC(F)(F)F)=O)C